COC=1C=C(C=CC1OC)\N=C\C1=C(C=CC(=C1)I)O (E)-2-(((3,4-dimethoxyphenyl)imino)methyl)-4-iodophenol